[OH-].C(CCCC)[N+](CCCCCC)(CCCCCC)CCCCC di-n-amyl-di-n-hexylammonium hydroxide